CN1C(=NC2=C1C=CC(=C2)C(=O)N2CC(CCC2)NC(OC(C)(C)C)=O)C=2N(C1=CC=CC=C1C2)CC2CCOCC2 1,1-Dimethylethyl [1-({1-methyl-2-[1-(tetrahydro-2H-pyran-4-ylmethyl)-1H-indol-2-yl]-1H-benzimidazol-5-yl}carbonyl)-3-piperidinyl]carbamate